(R)-8-cyclopentyl-7-ethyl-2-{[6-methoxy-1-(2-thiomorpholinoacetyl)indol-5-yl]amino}-5-methyl-7,8-dihydropterin C1(CCCC1)N1C(CN(C=2C(N[C@](NC12)(N)NC=1C=C2C=CN(C2=CC1OC)C(CN1CCSCC1)=O)=O)C)CC